2-Methyl-propan-1,2,3-triol CC(CO)(CO)O